ClC1=NC(=C(C=2N=C(NC(C21)=O)SC)F)Cl 5,7-Dichloro-8-fluoro-2-(methylsulfanyl)-3H-pyrido[4,3-d]pyrimidin-4-one